BrC1=CC=C(C(=N1)OCCSC)O[C@@H]1C[C@H](CCC1)C(=O)OC(C)C |r| (+/-)-isopropyl (1S,3S)-3-((6-bromo-2-(2-(methylthio)ethoxy)pyridin-3-yl) oxy)cyclohexane-1-carboxylate